N[C@@H](CCCNC(N)=N)C(=O)Cl Arginine-Chloride